COC=1C=C(CN2C(NC(N=C2)=O)=O)C=C(C1)OC 1-(3,5-dimethoxybenzyl)-1,3,5-triazin-2,4-dione